6-(2-chlorophenyl)-2-[(4-{[2-(dimethylamino)ethyl](methyl)amino}-3-methylphenyl)amino]-8-methyl-5-[2-(triisopropylsilyl)ethynyl]pyrido[2,3-d]pyrimidin-7-one ClC1=C(C=CC=C1)C1=C(C2=C(N=C(N=C2)NC2=CC(=C(C=C2)N(C)CCN(C)C)C)N(C1=O)C)C#C[Si](C(C)C)(C(C)C)C(C)C